FC1=CC2=C(N=C(O2)C2=CC=C(C=C2)NC(=O)C2COCC2)C=C1 N-[4-(6-fluoro-1,3-benzooxazol-2-yl)phenyl]tetrahydrofuran-3-carboxamide